CN(C1CCN(CC1)C(=O)N1CC(C2=NC(=CC=C21)C)(C)C)CC2CCOCC2 (4-(methyl((tetrahydro-2H-pyran-4-yl)methyl)amino)piperidin-1-yl)(3,3,5-trimethyl-2,3-dihydro-1H-pyrrolo[3,2-b]pyridin-1-yl)methanone